C(CCC)N=C(C)C N-butylpropane-2-imine